1-acetyl-3-methyl-3-((4-(methylthio)phenyl)sulfonyl)methyl-5-phenyl-1,3-dihydro-2H-pyrrol-2-one C(C)(=O)N1C(C(C=C1C1=CC=CC=C1)(CS(=O)(=O)C1=CC=C(C=C1)SC)C)=O